N-(4-(1-ethyl-4-(trifluoromethyl)-1H-imidazol-2-yl)-3-fluorophenyl)-2-(2-isopropylphenyl)-N-methyl-4,5,6,7-tetrahydro-2H-indazol-4-amine C(C)N1C(=NC(=C1)C(F)(F)F)C1=C(C=C(C=C1)N(C1C2=CN(N=C2CCC1)C1=C(C=CC=C1)C(C)C)C)F